N-((S*)-1-(6-((3R,5S)-3,5-Dimethylpiperazin-1-yl)pyridin-2-yl)ethyl)-5-(1-methyl-1H-pyrazol-4-yl)-7H-pyrrolo[2,3-d]pyrimidin-4-amine C[C@@H]1CN(C[C@@H](N1)C)C1=CC=CC(=N1)[C@H](C)NC=1C2=C(N=CN1)NC=C2C=2C=NN(C2)C |o1:14|